OC(C)(C)C=1SC(=CN1)[S@@](=O)(N)=NC(NC1=C2C(CCC2=CC=2CCCC12)=O)=O (R)-2-(2-Hydroxy-propan-2-yl)-N'-((3-oxo-1,2,3,5,6,7-hexahydro-s-indacen-4-yl)carbamoyl)thiazole-5-sulfonimidamide